3-(2-fluorobenzylidene)-5-(4-pyridyl)-N-(4-nitrobenzenesulfonyl)-4-piperidone FC1=C(C=C2CN(CC(C2=O)C2=CC=NC=C2)S(=O)(=O)C2=CC=C(C=C2)[N+](=O)[O-])C=CC=C1